[C@@H]1([C@H](O)[C@H](O)[C@@H](CO)O1)N1N=NC=2C(N)=NC=NC12 8-aza-adenosine